N-(4-{[((3R)-oxolan-3-yl)carbonylamino]methyl}phenyl){[(4-fluorophenyl)methyl]amino}carboxamide O1C[C@@H](CC1)C(=O)NCC1=CC=C(C=C1)NC(=O)NCC1=CC=C(C=C1)F